5-(tert-butyl)-N-((3-methyl-1-(6-(1-methyl-1H-pyrazol-4-yl)pyrazolo[1,5-a]pyrazin-4-yl)pyrrolidin-3-yl)methyl)-1,2,4-oxadiazole-3-carboxamide C(C)(C)(C)C1=NC(=NO1)C(=O)NCC1(CN(CC1)C=1C=2N(C=C(N1)C=1C=NN(C1)C)N=CC2)C